N-(trans-4-morpholinocyclohexyl)-5-(pyrido[2,3-b]pyrazin-7-yl)pyrrolo[2,1-f][1,2,4]triazin-2-amine O1CCN(CC1)[C@@H]1CC[C@H](CC1)NC1=NN2C(C=N1)=C(C=C2)C2=CC=1C(=NC=CN1)N=C2